ClC1=NC(=NC(=C1)C(F)(F)F)N 4-Chloro-6-(trifluoromethyl)pyrimidin-2-amine